N-((1s,4s)-4-((7-morpholino-1,6-naphthyridin-5-yl)oxy)cyclohexyl)oxazole-2-carboxamide O1CCN(CC1)C1=NC(=C2C=CC=NC2=C1)OC1CCC(CC1)NC(=O)C=1OC=CN1